NC=1C=C(C=CC1)C(=O)N1CCN(CC1)CCOC1=CC=C(C=C1)Cl (3-aminophenyl)(4-(2-(4-chlorophenoxy)ethyl)piperazin-1-yl)methanone